CCCCCCCCCCCCCCCCCCCC(=O)O[C@H](COC(=O)CCC/C=C\C/C=C\C/C=C\C/C=C\C/C=C\CC)COP(=O)([O-])OCC[N+](C)(C)C 1-(5Z,8Z,11Z,14Z,17Z-eicosapentaenoyl)-2-eicosanoyl-glycero-3-phosphocholine